C(C)OC(=O)C1(CC(C1)N1N=C(C(=C1N)C(N)=O)C1=CC=C2C=CC(=NC2=C1)C1=CC=CC=C1)C (1r,3r)-3-(5-amino-4-carbamoyl-3-(2-phenylquinolin-7-yl)-1H-pyrazol-1-yl)-1-methylcyclobutane-1-carboxylic acid ethyl ester